(S)-4-(1-(N-methyl-4-piperidinecarbonyl)pyrrolidin-3-yl)amino-6-(2-methoxy-3-trifluoromethylpyridin-5-yl)pyrido[3,2-d]pyrimidine CN1CCC(CC1)C(=O)N1C[C@H](CC1)NC=1C2=C(N=CN1)C=CC(=N2)C=2C=C(C(=NC2)OC)C(F)(F)F